cis-8-dimethylamino-8-(3-hydroxyphenyl)-3-[4-methyl-6-(trifluoromethyl)-pyridin-3-yl]-1,3-diazaspiro[4.5]decan-2-one CN(C1(CCC2(CN(C(N2)=O)C=2C=NC(=CC2C)C(F)(F)F)CC1)C1=CC(=CC=C1)O)C